4-[(methoxymethyl)oxy]-3-methyl-2,3-dihydrobenzofuran-6-carboxaldehyde COCOC1=CC(=CC2=C1C(CO2)C)C=O